C(C)(C)C1=NN(C(C=2N1C=C(C2)C=2C=NN(C2)C)=O)CC(=O)NC2=NC=NC=C2 2-(4-Isopropyl-7-(1-Methyl-1h-Pyrazol-4-Yl)-1-Oxopyrrolo[1,2-D][1,2,4]Triazin-2(1h)-Yl)-N-(Pyrimidin-4-Yl)Acetamide